S1N=CC2=C1C=CC=C2C2CN(CCN2)C(CC)N2N=C1C(=N2)C=CC=C1 1-(3-(4-benzisothiazolyl)piperazine-1-yl)propyl-2H-benzotriazole